C(C)C(CCCC)CCCC 5-Ethylnonan